NCC1C(C2CCC1C2)CN [3-(Aminomethyl)-2-bicyclo[2.2.1]heptanyl]-methanamin